tert-butyl (2S)-2-formylpiperidine-1-carboxylate C(=O)[C@H]1N(CCCC1)C(=O)OC(C)(C)C